5-(Cyclopropylmethylamino)-N-[1-(4-formylcyclohexyl)-3-(1-hydroxy-1-methyl-ethyl)pyrazol-4-yl]pyrazolo[1,5-a]pyrimidine-3-carboxamide C1(CC1)CNC1=NC=2N(C=C1)N=CC2C(=O)NC=2C(=NN(C2)C2CCC(CC2)C=O)C(C)(C)O